(2R,6R)-4-(3-(3-isopropyl-1H-indazol-5-yl)imidazo[1,2-b]pyridazin-6-yl)-2,6-dimethylmorpholine C(C)(C)C1=NNC2=CC=C(C=C12)C1=CN=C2N1N=C(C=C2)N2C[C@H](O[C@@H](C2)C)C